(7-(2-(4-(6-fluorobenzo[b]thiophen-4-yl)piperazin-1-yl)ethyl)-2-oxo-3,4-dihydroquinolin-1(2H)-yl)methyl pivalate C(C(C)(C)C)(=O)OCN1C(CCC2=CC=C(C=C12)CCN1CCN(CC1)C1=CC(=CC=2SC=CC21)F)=O